2-[(4-{6-[(4-Chloro-2-fluorobenzyl)oxy]pyridin-2-yl}piperidin-1-yl)methyl]-1-[(1-ethyl-1H-imidazol-5-yl)methyl]-1H-benzimidazol ClC1=CC(=C(COC2=CC=CC(=N2)C2CCN(CC2)CC2=NC3=C(N2CC2=CN=CN2CC)C=CC=C3)C=C1)F